C1(=CC=CC=C1)C1=C(N)C(=CC(=C1)C)C1=CC=CC=C1 2,6-di-phenyl-4-methylaniline